4,4'-(propane-2,2-diyl)bis(2-(tert-butyl)phenol) CC(C)(C1=CC(=C(C=C1)O)C(C)(C)C)C1=CC(=C(C=C1)O)C(C)(C)C